NCCNCCC[Si](OCC)(OCC)OCC γ-(2-aminoethyl)aminopropyltriethoxysilane